Cl.[C@@H]12CNC[C@H]2C1CC(=O)OCC ethyl (1R,5S,6S)-3-azabicyclo[3.1.0]hex-6-ylacetate hydrochloride